N-[(6-Amino-2-pyridyl)sulfonyl]-6-[6-(isopropylamino)-2-pyridyl]-2-(2,2,4-trimethylpyrrolidin-1-yl)pyridin-3-carboxamid NC1=CC=CC(=N1)S(=O)(=O)NC(=O)C=1C(=NC(=CC1)C1=NC(=CC=C1)NC(C)C)N1C(CC(C1)C)(C)C